2-{3-[(1,3-Benzothiazol-2-yl)amino]-4-methyl-5H,6H,7H,8H-pyrido[2,3-c]pyridazin-8-yl}-5-(3-{4-[3-(dimethylamino)propyl]-2-fluorophenoxy}propyl)-1,3-thiazol S1C(=NC2=C1C=CC=C2)NC2=C(C1=C(N=N2)N(CCC1)C=1SC(=CN1)CCCOC1=C(C=C(C=C1)CCCN(C)C)F)C